FC(C=1C(=C(C=CC1)[C@@H](C)NC1=NN=C(C=2C1=CN(C(C2)=O)C(C(=O)N(C)C)C)C)F)F 2-(4-(((R)-1-(3-(difluoromethyl)-2-fluorophenyl)ethyl)amino)-1-methyl-7-oxopyrido[3,4-d]pyridazin-6(7H)-yl)-N,N-dimethylpropionamide